C1(CCCCC1)[C@@H](C=C)NC1=CC=C(C=C1)OC (R)-N-(1-cyclohexylallyl)-4-methoxyaniline